FC1(CN(CC1)C1=CC=C(C=C1)[C@@H](C)N1N=CC2=C(C=CC(=C12)C(=O)NC1CC2(CC(C2)C(=O)O)C1)C#CC)F (Sa,R)-6-(1-(1-(4-(3,3-difluoroPyrrolidin-1-yl)phenyl)ethyl)-4-(propane-1-yn-1-yl)-1H-indazole-7-carboxamido)spiro[3.3]heptane-2(S)-Formic acid